(1-acetylpyridin-4(1H)-ylidene)-2-propanone C(C)(=O)N1C=CC(C=C1)=CC(C)=O